BrC=1C=C(C=2N(C1)C=CN2)COC2=CN=C(C=C2C=O)OC 5-((6-bromoimidazo[1,2-a]pyridin-8-yl)methoxy)-2-methoxyisonicotinaldehyde